NC1=C(C=NC(=C1)NC(C)=O)C1=NC=C(C=C1)N1C[C@@H](O[C@@H](C1)C)C N-(4'-amino-5-(Cis-2,6-dimethylmorpholino)-[2,3'-bipyridin]-6'-yl)acetamide